N-(Trimethylsilyl)diethylamine CCN(CC)[Si](C)(C)C